CC1=NN2C(N(CCC2)C(CCC(=O)NC=2C=CC(=NC2)C=2C=NC(=CC2)C)=O)=C1 4-(2-methyl-6,7-dihydropyrazolo[1,5-a]pyrimidin-4(5H)-yl)-N-(6'-methyl-[2,3'-bipyridin]-5-yl)-4-oxobutanamide